5-chloro-1-(oxan-4-yl)pyrazolo[4,3-b]pyridine ClC1=CC=C2C(=N1)C=NN2C2CCOCC2